2-chloro-5-(1H-pyrazol-4-yl)benzoic acid ClC1=C(C(=O)O)C=C(C=C1)C=1C=NNC1